4-fluoro-5-methyl-2-nitrobenzoic acid methyl ester COC(C1=C(C=C(C(=C1)C)F)[N+](=O)[O-])=O